5'-((dimethyl-amino)methyl)-2'-((4-ethoxy-5-fluoro-pyridine-2-yl)meth-yl)-7'-((2-(methyl-amino)-1H-imidazol-1-yl)methyl)-2',3'-dihydro-1'H-spiro-[cyclopropan-1,4'-isoquinoline]-1'-one CN(C)CC1=C2C3(CN(C(C2=CC(=C1)CN1C(=NC=C1)NC)=O)CC1=NC=C(C(=C1)OCC)F)CC3